C(CCCCC)C1(C2=CC=CC=C2C=2C=CC=CC12)CCCCCC 9,9-dihexyl-fluorene